phenyl-butylamine hydrochloride Cl.C1(=CC=CC=C1)NCCCC